CN(CCCN(C1=CC=C(C=C1)N)C)C N1-(3-(dimethylamino)propyl)-N1-methylbenzene-1,4-diamine